1-(4-isopropylphenyl)cyclopentane-1-carboxylic acid C(C)(C)C1=CC=C(C=C1)C1(CCCC1)C(=O)O